L-Asparaginamide N[C@@H](CC(N)=O)C(=O)N